CCC(CC(=O)[O-])=O.CCC(CC(=O)[O-])=O.CCC(CC(=O)[O-])=O.C(C)(C)O[Ti+3] isopropoxytitanium tri(methyl acetoacetate)